C1(=CC=CC=C1)C1=C(C(=NN1)C=1C=C(C=CC1)C)C(F)(F)F 5-phenyl-3-(m-tolyl)-4-(trifluoromethyl)-1H-pyrazole